N-(4-(6-(2,6-dichloro-3,5-dimethoxyphenyl)-4,5,6,7-tetrahydro-1H-indazol-3-yl)tetrahydrofuran-3-yl)Acrylamide ClC1=C(C(=C(C=C1OC)OC)Cl)C1CCC=2C(=NNC2C1)C1C(COC1)NC(C=C)=O